OC(C=O)C 2-hydroxypropanal